7-Ethyl-4-(4-fluoro-3-(2-((3S,4R)-4-fluoro-1-methylpyrrolidin-3-yl)-6-methoxy-2H-indazol-5-yl)phenyl)-7H-imidazo[4,5-c]pyridazine C(C)N1C=NC2=C1N=NC=C2C2=CC(=C(C=C2)F)C2=CC1=CN(N=C1C=C2OC)[C@H]2CN(C[C@H]2F)C